(S)-3-(1-methyl-1H-pyrazol-3-yl)-6-((1-phenylethyl)amino)pyrimidine-2,4(1H,3H)-dione CN1N=C(C=C1)N1C(NC(=CC1=O)N[C@@H](C)C1=CC=CC=C1)=O